N1N=C(C=C1)CNC1CN(CCC1)C=1N=NC(=CC1)C1=C(C=CC=C1)OC N-((1H-pyrazol-3-yl)methyl)-1-(6-(2-methoxyphenyl)pyridazin-3-yl)piperidin-3-amine